COC1=CC=C(C=C1)COC[C@@H](CN1C2(C=3C=C4C(=CC3C1)OCO4)CCC4(CC2)OCCO4)C 6''-{(2R)-3-[(4-methoxyphenyl)methoxy]-2-methylpropyl}-6'',7''-dihydro-2''H-dispiro[[1,3]dioxolane-2,1'-cyclohexane-4',5''-[1,3]dioxolo[4,5-f]isoindole]